NCC(C(C(C(C)O)O)O)O 1-aminohexane-2,3,4,5-tetraol